6-bromo-4-(trifluoromethyl)-2,3-dihydroisoindol-1-one BrC1=CC(=C2CNC(C2=C1)=O)C(F)(F)F